tert-butyl 4-(4-((2,6-dioxo-1,2,5,6-tetrahydropyridin-3-yl)amino)pyridin-2-yl)piperazine-1-carboxylate O=C1NC(CC=C1NC1=CC(=NC=C1)N1CCN(CC1)C(=O)OC(C)(C)C)=O